ClC=1C(=C(C=CC1F)[C@@H]1[C@H](O[C@](C1)(C(F)(F)F)C)C(=O)NC1=CC(=NC=C1)C(=O)NC)OC (2S,3R,4R,5R)-4-[[3-(3-Chloro-4-fluoro-2-methoxy-phenyl)-5-methyl-5-(trifluoromethyl)tetrahydrofuran-2-carbonyl]amino]-N-methyl-pyridin-2-carboxamid